tert-butyl((3S,4R)-1-(2-chloro-5-(1-(difluoromethyl)-1H-pyrazol-4-yl)pyridin-4-yl)-4-methylpiperidin-3-yl)carbamate C(C)(C)(C)OC(N[C@@H]1CN(CC[C@H]1C)C1=CC(=NC=C1C=1C=NN(C1)C(F)F)Cl)=O